O1C(=NC2=C1C=CC=C2)SCC2=CC(OC1=CC=C(C=C21)C)=O 4-[(1,3-Benzoxazol-2-ylsulfanyl)methyl]-6-methyl-2H-chromen-2-one